(2S)-1-(tert-butoxycarbonyl)-3a-fluoro-1,2,3,3a,8,8a-hexahydropyrrolo[2,3-b]indole-2-carboxylic acid C(C)(C)(C)OC(=O)N1[C@@H](CC2(C1NC1=CC=CC=C21)F)C(=O)O